C(#N)C1=CC(=NC=C1)N1CC2(CN(C2)C(N\N=C/C2=NC=CC=C2F)=S)C1 (Z)-6-(4-cyanopyridin-2-yl)-N'-((3-fluoropyridin-2-yl)methylene)-2,6-diazaspiro[3.3]heptane-2-thiohydrazide